4-amino-N-(4-amino-5-fluoropyridin-3-yl)-1,2,5-oxadiazole-3-carboxamide NC=1C(=NON1)C(=O)NC=1C=NC=C(C1N)F